((3R,4R)-3-amino-4-fluoropiperidin-1-yl)-1-((5-methoxypyrimidin-2-yl)methyl)-1H-benzo[d]imidazole-6-carbonitrile hydrochloride Cl.N[C@@H]1CN(CC[C@H]1F)C1=NC2=C(N1CC1=NC=C(C=N1)OC)C=C(C=C2)C#N